stearyl tricosylate C(CCCCCCCCCCCCCCCCCCCCCC)(=O)OCCCCCCCCCCCCCCCCCC